[Si](C1=CC=CC=C1)(C1=CC=CC=C1)(C(C)(C)C)OCC(CN[C@@H](CC=1C(=C(N)C=CC1)F)C)(F)F (R)-3-(2-((3-((tert-butyldiphenylsilyl)oxy)-2,2-difluoropropyl)amino)propyl)-2-fluoroaniline